(6R)-6-({2-[4-(methylthio)phenyl][1,2,4]triazolo[1,5-c]quinazolin-5-yl}amino)-1,4-diazepan-5-one CSC1=CC=C(C=C1)C1=NN2C(=NC=3C=CC=CC3C2=N1)N[C@H]1C(NCCNC1)=O